(S)-3-((tert-butoxycarbonyl)amino)-5-methyl-4-oxo-2,3,4,5-tetrahydropyrido[3,2-b][1,4]Oxazepine-6-oxide C(C)(C)(C)OC(=O)N[C@@H]1C(N(C=2C(OC1)=CC=C[N+]2[O-])C)=O